pentyl-4-hydroxy-3-methyl-6-(oxazol-2-yl)-4,5,6,7-tetrahydro-1H-indole-2-carboxylate C(CCCC)OC(=O)C=1NC=2CC(CC(C2C1C)O)C=1OC=CN1